tert-Butyl 4-((3-((4-(4-cyclopropylpiperazin-1-yl)phenyl)carbamoyl)-2-methoxypyridin-4-yl)amino)-7-methyl-1H-pyrrolo[2,3-c]pyridine-1-carboxylate C1(CC1)N1CCN(CC1)C1=CC=C(C=C1)NC(=O)C=1C(=NC=CC1NC1=C2C(=C(N=C1)C)N(C=C2)C(=O)OC(C)(C)C)OC